(R)-5-(3-(difluoromethyl)imidazo[1,2-b]pyridazin-6-yl)-N-(1,1,1-trifluoropropan-2-yl)-7H-pyrrolo[2,3-d]pyrimidin-2-amine FC(C1=CN=C2N1N=C(C=C2)C2=CNC=1N=C(N=CC12)N[C@@H](C(F)(F)F)C)F